perOxyhydroxide O(OO)O